CN1N=C(C=C1C)C1=NC=2C(=NC=CC2C=2C=CC3=C(CCCC[C@H]3NC(=O)C=3OC(=NN3)C(C)(C)C)C2)N1 5-tert-Butyl-[1,3,4]oxadiazole-2-carboxylic acid {(R)-2-[2-(1,5-dimethyl-1H-pyrazol-3-yl)-3H-imidazo[4,5-b]pyridin-7-yl]-6,7,8,9-tetrahydro-5H-benzocyclohepten-5-yl}-amide